(2R,3S,4R)-2-(Acetyloxymethyl)-6-(2-bromoethyloxy)tetrahydro-3,4-diacetoxy-pyran C(C)(=O)OC[C@H]1OC(C[C@H]([C@@H]1OC(C)=O)OC(C)=O)OCCBr